OC1CCC=2C1=NC1=C(C2NC(=O)N=S(=O)(N)C2=CN=C(S2)C(C)(C)O)CCC1 N'-((3-hydroxy-1,2,3,5,6,7-hexahydrodicyclopenta[b,e]pyridin-8-yl)carbamoyl)-2-(2-hydroxypropan-2-yl)thiazole-5-sulfonimidamide